O=C(CCCCCCCC(=O)O)C 9-OXODECANOIC ACID